C(N1C(CCC1=O)C(=O)N)([2H])([2H])[2H] 1-(methyl-d3)-5-oxopyrrolidine-2-carboxamide